O1C2=C(OC[C@@H]1CN1CCN(CC1)C=1N=CSC1COC)C=CC=C2 (S)-4-(4-((2,3-dihydrobenzo[b][1,4]dioxin-2-yl)methyl)piperazin-1-yl)-5-(methoxymethyl)thiazole